2-(5-(2-((4-(trifluoromethyl)phenyl)amino)phenyl)-1,3,4-oxadiazol-2-yl)acetonitrile FC(C1=CC=C(C=C1)NC1=C(C=CC=C1)C1=NN=C(O1)CC#N)(F)F